C1(CC1)N1C(=NC=2C1=NC=CC2)OCC2=CC(=C(C=C2)C2=NOC(=N2)C(F)(F)F)F 3-cyclopropyl-2-({3-fluoro-4-[5-(trifluoromethyl)-1,2,4-oxadiazol-3-yl]phenyl}methoxy)-3H-imidazo[4,5-b]pyridine